FC1=CC=C2CCC3(C2=C1)C(C3)C(=O)OCC Ethyl 6'-Fluoro-2',3'-Dihydrospiro[Cyclopropane-1,1'-Indene]-2-Carboxylate